FC1(CC(CC1)C#CC1=NN(C2=NC=CC=C21)C2CN(C2)C(C=C)=O)F 1-(3-(3-((3,3-difluorocyclopentyl)ethynyl)-1H-pyrazolo[3,4-b]pyridin-1-yl)azetidin-1-yl)prop-2-en-1-one